N-(4-cyclohexylphenyl)-2-(dibutylamino)acetamide C1(CCCCC1)C1=CC=C(C=C1)NC(CN(CCCC)CCCC)=O